Cl.Cl.NCCC1=CC(OC2=C1C=CC(=C2)NC)=O 4-(2-aminoethyl)-7-(methylamino)-2H-1-benzopyran-2-one dihydrochloride